OC12CC(C1)(C2)NC(OC(C)(C)C)=O tert-butyl (3-hydroxybicyclo[1.1.1]pentan-1-yl)carbamate